3',4'-dihydro-2'H-spiro[cyclohex-2-en-1,1'-naphthalen]-4-one C12(CCCC3=CC=CC=C13)C=CC(CC2)=O